Methyl (R)-6-(tert-butyl)-10-((7-ethoxy-7-oxoheptyl)oxy)-2-oxo-6,7-dihydro-2H-pyrido[2',1':3,4]pyrazino[1,2-b]indazole-3-carboxylate C(C)(C)(C)[C@H]1N2C(C=3N(N=C4C(=CC=CC34)OCCCCCCC(=O)OCC)C1)=CC(C(=C2)C(=O)OC)=O